FC1=C(C(=CC=C1)F)[C@H](N1C[C@@H](N([C@@H](C1)C)C(C(C)C)=O)C(=O)NCC1=CC=C(C=C1)C1=NC=CC=N1)C1CCOCC1 (2R,6R)-4-((R)-(2,6-difluorophenyl)(tetrahydro-2H-pyran-4-yl)methyl)-1-isobutyryl-6-methyl-N-(4-(pyrimidin-2-yl)benzyl)piperazine-2-carboxamide